BrC1=NN2C(N(C(=C(C2=O)N2CCN(CC2)C(=O)OC(C)(C)C)CC)CC(NC2=CC=C(C=C2)S(F)(F)(F)(F)F)=O)=C1 tert-butyl 4-(2-bromo-5-ethyl-7-oxo-4-(2-oxo-2-((4-(pentafluoro-λ6-sulfaneyl)phenyl)amino)ethyl)-4,7-dihydropyrazolo[1,5-a]pyrimidin-6-yl)piperazine-1-carboxylate